4-(19-azido-5-methyl-8,11,14,17-tetraoxa-1,5-diazanonadecan-1-yl)-2-({4-[bis(4-chlorophenyl)methyl]piperazin-1-yl}methyl)quinazoline N(=[N+]=[N-])CCOCCOCCOCCOCCN(CCCNC1=NC(=NC2=CC=CC=C12)CN1CCN(CC1)C(C1=CC=C(C=C1)Cl)C1=CC=C(C=C1)Cl)C